(R)-3-((3-(4-Ethoxypyrido[3,2-d]pyrimidin-6-yl)phenyl)ethynyl)-3-hydroxy-1-methylpyrrolidin-2-one C(C)OC=1C2=C(N=CN1)C=CC(=N2)C=2C=C(C=CC2)C#C[C@]2(C(N(CC2)C)=O)O